2-amino-4-oxo-5-(4-(trifluoromethyl)phenyl)-4,5-dihydrofuran-3-yl (4-chlorophenyl)methanesulfonate ClC1=CC=C(C=C1)CS(=O)(=O)OC1=C(OC(C1=O)C1=CC=C(C=C1)C(F)(F)F)N